N[C@H]([C@H](O)C=1C=C(C=CC1)O)C 3-((1R,2S)-2-amino-1-hydroxypropyl)phenol